Methyl 5-((6-((1,3-dimethyl-1H-pyrazol-5-yl)amino)-1-methyl-1H-pyrazolo[3,4-d]pyrimidin-3-yl)amino)-6-methylnicotinate CN1N=C(C=C1NC1=NC=C2C(=N1)N(N=C2NC=2C(=NC=C(C(=O)OC)C2)C)C)C